[2-([[tert-butyl(dimethyl)silyl]oxy]methyl)-2-propenyl](trimethyl)-silane [Si](C)(C)(C(C)(C)C)OCC(C[Si](C)(C)C)=C